1-(5-(aminomethyl)thiophen-2-yl)-2-((2-ethyl-6-(trifluoromethyl)-2H-pyrazolo[3,4-d]pyrimidin-4-yl)thio)ethan-1-one hydrochloride Cl.NCC1=CC=C(S1)C(CSC=1C=2C(N=C(N1)C(F)(F)F)=NN(C2)CC)=O